FC([C@@H]1N(CCNC1)C(=O)OC(C)(C)C)F |r| rac-tert-Butyl (R)-2-(difluoromethyl)piperazine-1-carboxylate